BrC1=C(OC2=C(C=C(C=C2C)F)C)C=CC(=C1)S(=O)(=O)CC 2-[2-bromo-4-(ethanesulfonyl)phenoxy]-5-fluoro-1,3-dimethylbenzene